OC(C(=O)O)CC(C)C α-hydroxy-isocaproic acid